BrC1=CC2=C(C(C=3NC4=CC(=CC=C4C3C2=O)C#N)(C)C)C=C1N1CCC(CC1)N1CCOCC1 9-bromo-6,6-dimethyl-8-(4-morpholinopiperidin-1-yl)-11-oxo-6,11-dihydro-5H-benzo-[b]carbazole-3-carbonitrile